ClC=1C=C2C3=C(NC2=C(C1)C=1C=NC(=C(C1)F)OC)C(=NC=C3)C 6-Chloro-8-(5-fluoro-6-methoxy-pyridin-3-yl)-1-methyl-9H-pyrido[3,4-b]indole